tert-Butyl-4,5-difluoro-11-azatricyclo[6.2.1.02,7]undeca-2,4,6,9-tetraene-11-carboxylate C(C)(C)(C)OC(=O)N1C2C3=CC(=C(C=C3C1C=C2)F)F